(((1-(2-chlorophenyl)-2-oxocyclohexyl)(methyl)carbamoyl)oxy)methyl 4-methylnicotinate CC1=CC=NC=C1C(=O)OCOC(N(C)C1(C(CCCC1)=O)C1=C(C=CC=C1)Cl)=O